C(C=C)(=O)O.C(=CC1=CC=CC=C1)C=CC#N styrene-acrylonitrile Acrylate